7-chloro-3-[2-(2,2,2-trifluoroethoxy)pyrimidin-5-yl]-2-(trifluoromethyl)-4H-pyrido[1,2-a]pyrimidin-4-one ClC=1C=CC=2N(C(C(=C(N2)C(F)(F)F)C=2C=NC(=NC2)OCC(F)(F)F)=O)C1